CCCCCCCCC(CCCCCCCC)OC(CCCCCCCN(CCCCCCCC(OC(CC)CCCCCCCC)=O)CCCNS(=O)(=O)C1COC1)=O.C(C)C=1C=CC2=C3C(C(C(=C2C1)OC(=O)OCCCCCC)=O)=C1C=CC=CC1=C(C3=O)OC(=O)OCCCCCC 2-ethyl-5,11-dioxo-6,12-bis(n-hexyloxycarbonyloxy)naphthonaphthalene Heptadecan-9-yl-8-((3-(oxetane-3-sulfonamido)propyl)(8-oxo-8-(undecan-3-yloxy)octyl)amino)octanoate